C1=C(C=CC2=CC=C(C=C12)C(=O)[O-])C(=O)[O-] naphthalene-2,7-dicarboxylate